CN1N=C(C(=C1)C1=CCNCC(N1C)=O)C 7-(1,3-dimethyl-1H-pyrazol-4-yl)-1-methyl-2-oxo-1,2,3,4-tetrahydro-1,4-diazepine